2-(4-chlorophenyl)-6-(4-naphthalen-1-yl-phenyl)-benzoxazole ClC1=CC=C(C=C1)C=1OC2=C(N1)C=CC(=C2)C2=CC=C(C=C2)C2=CC=CC1=CC=CC=C21